di((Z)-octadec-9-en-1-yl) 2,2-dimethylpentanedioate CC(C(=O)OCCCCCCCC\C=C/CCCCCCCC)(CCC(=O)OCCCCCCCC\C=C/CCCCCCCC)C